Cyanostyrene C1=CC=C(C=C1)C=CC#N